methacryloxymethylphosphonic acid C(C(=C)C)(=O)OCP(O)(O)=O